ClC1=NC2=C(C=CC(=C2N=C1)C1CCOCC1)OC 2-chloro-8-methoxy-5-(tetrahydro-pyran-4-yl)-quinoxaline